COC1=C2C(=CC(=C1)O2)OCC (2-methoxy-6-ethoxy-1,4-phenylene) ether